trans-(2-(2,6-dioxopiperidin-3-yl)-3-oxoisoindolin-5-yl)methyl ((1s,3s)-3-(tert-butyl)cyclobutyl)carbamate C(C)(C)(C)[C@@H]1C[C@H](C1)NC(OCC=1C=C2C(N(CC2=CC1)C1C(NC(CC1)=O)=O)=O)=O